(6-((7-Fluoro-1-methyl-1H-indazol-6-yl)methyl)-2-azaspiro[3.3]heptan-2-yl)((1s,3s)-3-hydroxy-3-methylcyclobutyl)methanone FC=1C(=CC=C2C=NN(C12)C)CC1CC2(CN(C2)C(=O)C2CC(C2)(C)O)C1